FC1=CC=CC=2C=3N(C(NC12)=O)C=CC3 7-fluoropyrrolo[1,2-c]quinazolin-5(6H)-one